C1(=CC=CC=C1)[C@@H]1CCC=2N1N=C(N2)C(=O)O (5S)-5-phenyl-6,7-dihydro-5H-pyrrolo[1,2-b][1,2,4]triazole-2-carboxylic acid